C(CCCCCCCCCCCCCCC)C1=[N+](C=CC=C1)CCCCCCCCCCCCCCCC biscetylpyridinium